(3R)-7-bromo-8-fluoro-5-[[4-(4-methoxyphenyl)phenyl]methyl]-4-oxo-2,3-dihydro-1,5-benzothiazepin-3-yl carbamate C(N)(O[C@H]1CSC2=C(N(C1=O)CC1=CC=C(C=C1)C1=CC=C(C=C1)OC)C=C(C(=C2)F)Br)=O